ClC1=NC=C(C(=C1)N1C[C@H](CCC1)CN(C(OC(C)(C)C)=O)C)C=1C=NN(C1)C(F)F tert-butyl (S)-((1-(2-chloro-5-(1-(difluoromethyl)-1H-pyrazol-4-yl)pyridin-4-yl)piperidin-3-yl)methyl)(methyl)carbamate